CN(C=1C=CC(=C(C1)C1=CC=CC=C1)S(=O)(=O)N1CCC(CC1)(C(=O)NC\C=C\S(=O)(=O)C)F)C (E)-1-((5-(dimethylamino)-[1,1'-biphenyl]-2-yl)sulfonyl)-4-fluoro-N-(3-(methylsulfonyl)allyl)piperidine-4-carboxamide